OC(CN(CCNC(CCCCCCCCCCCCCCC(C)C)=O)CCO)CO N-[2-[(2,3-dihydroxypropyl)(2-hydroxyethyl)-amino]ethyl]isostearamide